2,3-dihydro-furo[2,3-b]pyridin-3-amine O1CC(C=2C1=NC=CC2)N